C(C)(=O)C=1C(=CC2=C(N(C(N2C2(CC2)C)=O)C)C1)C(=O)OC methyl 6-acetyl-1-methyl-3-(1-methylcyclopropyl)-2-oxo-benzimidazole-5-carboxylate